C(C1=CC=CC=C1)(=O)NCCCCCCO[C@]1(O[C@H]([C@@H]([C@H](C1)O)NC(CO)=O)[C@@H]([C@@H](CNC(CC1=CC=C(C=C1)Cl)=O)O)O)C(=O)O (2R,4S,5R,6R)-2-((6-benzamidohexyl)oxy)-6-((1R,2R)-3-(2-(4-chlorophenyl)acetamido)-1,2-dihydroxypropyl)-4-hydroxy-5-(2-hydroxyacetamido)tetrahydro-2H-pyran-2-carboxylic acid